C(C1=CC=CC=C1)OC1=NC(=CC=C1C=1C=C(OC2CN(C2)C(=O)OC(C)(C)C)C=CC1)OCC1=CC=CC=C1 tert-butyl 3-[3-(2,6-dibenzyloxy-3-pyridyl)phenoxy]azetidine-1-carboxylate